CSNC1=CC=CC=C1 (methylthio)aniline